O=S1(CCC(CC1)N1C(=NC2=C3CC[C@@H](N(C3=CC=C21)C(=O)OC)C)CCN2N=CC=C2)=O methyl (7S)-3-(1,1-dioxo-1λ6-thian-4-yl)-7-methyl-2-[2-(1H-pyrazol-1-yl)ethyl]-3H,6H,7H,8H,9H-imidazo[4,5-f]quinoline-6-carboxylate